ClC1=CC=C(C=C1)C=1N=C(SC1C(=O)N1C[C@@H]2CNC[C@@H]2C1)C1=CC=CC=C1 (4-(4-chlorophenyl)-2-phenylthiazol-5-yl)((3aR,6aS)-hexahydropyrrolo[3,4-c]pyrrol-2(1H)-yl)methanone